C(C)(C)(C)OC(=O)N(C)CC1=C(C(=O)O)C=CC=C1 2-[(tert-Butoxycarbonyl-methyl-amino)methyl]benzoic acid